COC(C1=C(C=CC=C1)C12OCC(CC1)(CC2)COC(C)=O)=O (4-(acetoxymethyl)-2-oxabicyclo[2.2.2]oct-1-yl)benzoic acid methyl ester